1'-(3-chlorophenyl)-1',2'-dihydrospiro[cyclopentane-1,3'-pyrrolo[3,2-b]pyridine]-5'-carboxylic acid methyl ester COC(=O)C1=CC=C2C(=N1)C1(CN2C2=CC(=CC=C2)Cl)CCCC1